3-Oxo-6-azoniaspiro[5.5]undecan O=C1CC[N+]2(CC1)CCCCC2